ClC1=C(C=C(C(=C1)F)[N+](=O)[O-])C(Cl)(Cl)Cl 2-Chloro-4-fluoro-5-nitro-trichloromethyl-benzene